(6-(1H-Pyrrolo[2,3-b]pyridin-3-yl)quinazolin-4-yl)(4,7-diazaspiro[2.5]octan-7-yl)methanone N1C=C(C=2C1=NC=CC2)C=2C=C1C(=NC=NC1=CC2)C(=O)N2CCNC1(CC1)C2